ClC=1C=C(C=C(CC=2NC(=NN2)C(=O)OCC)C1)F ethyl 5-(5-chloro-3-fluorobenzyl)-4H-1,2,4-triazole-3-carboxylate